1-benzyl-2-(o-tolyl)-benzo[d]imidazole C(C1=CC=CC=C1)N1C(=NC2=C1C=CC=C2)C2=C(C=CC=C2)C